6-bromo-5-chloro-1H-1,3-benzodiazol-2-yl-N,N-bis(propan-2-yl)propenamide BrC=1C(=CC2=C(NC(=N2)C(C(=O)N(C(C)C)C(C)C)=C)C1)Cl